hydroxyvalerat OC(C(=O)[O-])CCC